[N].ClC1=NC=C(C=C1C(F)(F)F)Cl 2,5-dichloro-3-(trifluoromethyl)pyridine nitrogen